C1(CCCCC1)C1=CN=C(S1)N1C([C@H]2N(CCN(C2)C#N)CC1)=O (S)-8-(5-cyclohexylthiazol-2-yl)-9-oxooctahydro-2H-pyrazino[1,2-a]pyrazine-2-carbonitrile